4-Methyl-1-(oxazol-2-ylmethyl)-1H-pyrazol-3-amine CC=1C(=NN(C1)CC=1OC=CN1)N